2,2,2-trifluoroethyl-(E)-(1-(6-methyl-4,8-dioxo-1,3,6,2-dioxazaborocan-2-yl)hept-2-en-1-yl)sulfonamide benzyl-4-(azetidin-3-yloxy)piperidine-1-carboxylate C(C1=CC=CC=C1)OC(=O)N1CCC(CC1)OC1CNC1.FC(CNS(=O)(=O)C(\C=C\CCCC)B1OC(CN(CC(O1)=O)C)=O)(F)F